ClCCC1=NC2=C(N1)C=CC=C2 2-(2-chloroethyl)-1H-benzimidazole